4-amino-8-bromo-5,5-dimethyl-benzo[h]quinazolin-6-one oxime NC1=NC=NC=2C3=C(C(C(C12)(C)C)=NO)C=C(C=C3)Br